ClC1=NN=C2N1C1=CC=CC=C1C(=N2)N(C2=CC(=CC=C2)C2=CC=C(C=C2)C2(OCC2)C(F)(F)F)C chloro-N-methyl-N-[3-[4-[2-(trifluoromethyl)oxetan-2-yl]phenyl]phenyl]-[1,2,4]triazolo[4,3-a]quinazolin-5-amine